4-(3-Chloro-2-fluoro-6-methoxyphenyl)-N-(6-((2-methoxyethyl)thio)thiazolo[4,5-b]pyrazin-2-yl)-6-methylnicotinamide ClC=1C(=C(C(=CC1)OC)C1=CC(=NC=C1C(=O)NC=1SC=2C(=NC=C(N2)SCCOC)N1)C)F